OCCCCOCCCCC(C(=O)O)(C)C 6-(4-Hydroxybutoxy)-2,2-dimethylhexanoic acid